CC(C(=O)OC)(CC1=CC=CC=C1)C methyl 2,2-dimethyl-3-phenylpropionate